4'-amino-5'-carbamoyl-4''-sulfamoyl-[1,1':3',1''-terphenyl]-4-yl acetate C(C)(=O)OC1=CC=C(C=C1)C1=CC(=C(C(=C1)C(N)=O)N)C1=CC=C(C=C1)S(N)(=O)=O